N2-Benzyl-5-(2-isopropyl-4,5-dimethoxy-benzyl)-pyrimidine-2,4-diamine C(C1=CC=CC=C1)NC1=NC=C(C(=N1)N)CC1=C(C=C(C(=C1)OC)OC)C(C)C